4-(8-chloro-3-quinolylamino)-2-{3-methoxy-4-[(1s,4s)-4-morpholinocyclohexyloxy]phenylamino}pyrimidine ClC=1C=CC=C2C=C(C=NC12)NC1=NC(=NC=C1)NC1=CC(=C(C=C1)OC1CCC(CC1)N1CCOCC1)OC